3-(4-((2-cyclopropylethyl)((1r,4r)-4-(methyl(3,3,3-trifluoropropyl)amino)cyclohexyl)amino)-1-oxoisoindolin-2-yl)piperidine-2,6-dione C1(CC1)CCN(C1=C2CN(C(C2=CC=C1)=O)C1C(NC(CC1)=O)=O)C1CCC(CC1)N(CCC(F)(F)F)C